CN(C(CCC(=O)NC(CCCCCCC(C(=O)O)(F)F)CCCCCCCCCC)CCCCCCCC(OOC(CC)CC)=O)C 9-[4-(Dimethylamino)-N-{8-oxo-8-[(3-pentyloxy)oxy]octyl}butyrylamino]-2,2-difluorononadecanoic acid